NCC=1C(=C2CN(C(C2=CC1)=O)C1C(NC(CC1)=O)=O)O 3-(5-(aminomethyl)-4-hydroxy-1-oxoisoindolin-2-yl)piperidine-2,6-dione